(4-bromo-2-(2-((6-chloropyridin-2-yl)oxy)ethoxy)phenyl)methanol BrC1=CC(=C(C=C1)CO)OCCOC1=NC(=CC=C1)Cl